C(C)(C)(C)/C(/C#N)=C/C#N 2-tert-butyl-maleonitrile